(1-(naphthalen-2-yl)ethylidene)benzohydrazide C1=C(C=CC2=CC=CC=C12)C(C)=NNC(C1=CC=CC=C1)=O